(1R,2S,5S)-3-(6-Methoxy-1H-indole-2-carbonyl)-6,6-dimethyl-N-((S)-1-oxo-3-((S)-2-oxopyrrolidin-3-yl)propan-2-yl)-3-azabicyclo[3.1.0]hexane-2-carboxamide COC1=CC=C2C=C(NC2=C1)C(=O)N1[C@@H]([C@H]2C([C@H]2C1)(C)C)C(=O)N[C@H](C=O)C[C@H]1C(NCC1)=O